O1C[C@@H](CC1)C(=O)NCC1=CC=C(C=C1)NC(=O)NCC1=CC=C(C=C1)OC N-(4-{[((3R)-oxolan-3-yl)carbonylamino]methyl}phenyl){[(4-methoxyphenyl)methyl]amino}carboxamide